C(C(C)C)OC(CCl)OC1C(=C(CC1)C)C chloroacetaldehyde 2,3-dimethyl-2-cyclopentenyl isobutyl acetal